diethyl [bromo(cyano)methyl]phosphonate BrC(C#N)P(OCC)(OCC)=O